[O-]CCC.[O-]CCC.[O-]CCC.CC(C=C)[Sn+3] 3-buten-2-yl-tin tri(n-propoxide)